perfluoropentylbenzene FC1=C(C(=C(C(=C1F)F)F)F)C(C(C(C(C(F)(F)F)(F)F)(F)F)(F)F)(F)F